FC(C(=O)O)(F)F.FC1(CNCCO1)F 2,2-Difluoromorpholine trifluoroacetate salt